isovaleric acid heptyl ester C(CCCCCC)OC(CC(C)C)=O